(2S)-2-ethoxy-2-(4-fluoro-3-methoxyphenyl)-N-(5-{[(3R)-1-(1,2,4-triazin-3-yl)-3-pyrrolidinyl]amino}-1,3,4-thiadiazol-2-yl)acetamide C(C)O[C@H](C(=O)NC=1SC(=NN1)N[C@H]1CN(CC1)C=1N=NC=CN1)C1=CC(=C(C=C1)F)OC